C(C)(C)(C)OC(=O)N1CCC(CC1)C=1C=C2C(=NC(=NC2=CC1)C)O 4-(4-hydroxy-2-methyl-quinazolin-6-yl)piperidine-1-carboxylic acid tert-butyl ester